C1(CC1)OC1=C(C(=O)O)C=CC=C1C=O 2-CYCLOPROPOXY-3-FORMYLBENZOIC ACID